C(OCCCCCCCCCCCCCCCC)(OOOOC(OCCCCCCCCCCCCCCCC)=O)=O dicetyl peroxy dicarbonate